3-(2,6-bis(benzyloxy)pyridin-3-yl)phenyl trifluoromethanesulfonate FC(S(=O)(=O)OC1=CC(=CC=C1)C=1C(=NC(=CC1)OCC1=CC=CC=C1)OCC1=CC=CC=C1)(F)F